racemic-2-((8,9-difluoro-1-(methylamino)-1,4-dihydro-2H-pyrano[3,4-c]isoquinolin-6-yl)amino)ethan-1-ol FC=1C(=CC=2C3=C(N=C(C2C1)NCCO)COC[C@@H]3NC)F |r|